CC1=CC(=NC(=C1)C(F)(F)F)NC(OC(C)(C)C)=O tert-butyl (4-methyl-6-(trifluoromethyl)pyridin-2-yl)carbamate